[Cl-].FC=1C=C(C=C(C1)F)[S+](C1=CC(=CC(=C1)F)F)C1=CC(=CC(=C1)F)F tri(3,5-difluorophenyl)sulfonium chloride